5,7-dihydroxyl-6-methoxy-2-phenyl-4H-1-benzofuran-4-one OC1=C(C(=C2C(=CC(O2)C2=CC=CC=C2)C1=O)O)OC